5-bromo-N4-(2-dimethylphosphorylphenyl)-N2-(1-ethyl-3-methyl-indazol-5-yl)pyrimidine-2,4-diamine BrC=1C(=NC(=NC1)NC=1C=C2C(=NN(C2=CC1)CC)C)NC1=C(C=CC=C1)P(=O)(C)C